tert-Butyl 2,2-dimethyl-4-(5-methylsulfonyloxypentyl)pyrrolidine-1-carboxylate CC1(N(CC(C1)CCCCCOS(=O)(=O)C)C(=O)OC(C)(C)C)C